(R)-N-(4-cyanobenzyl)-6-((1-(cyclopropylsulfonyl)cyclopropyl)methyl)-1-(2-hydroxypropyl)-7-oxo-4,5,6,7-tetrahydro-1H-pyrazolo[3,4-c]pyridine-3-carboxamide C(#N)C1=CC=C(CNC(=O)C2=NN(C=3C(N(CCC32)CC3(CC3)S(=O)(=O)C3CC3)=O)C[C@@H](C)O)C=C1